Cl.N1=CN=C(C2=C1NC=C2)N2CCSC(=C2)C(=O)N2C[C@@H](CCCC2)N (R)-(4-(7H-pyrrolo[2,3-d]pyrimidin-4-yl)-3,4-dihydro-2H-1,4-thiazin-6-yl)(3-aminoazepan-1-yl)methanone hydrochloride